4-hydroxy-4-methyltetrahydropyran OC1(CCOCC1)C